CC1=CC=C(C=C1)S(=O)(=O)N[C@H]1[C@@H](CCCC1)C(=O)O |r| racemic-trans-2-(4-methylphenylsulfonamido)cyclohexanecarboxylic acid